dichloro[1,1'-bis(di-tert-butylphosphino)]ferrocene palladium(II) [Pd+2].ClC1=C([C-](C=C1)P(C(C)(C)C)C(C)(C)C)Cl.[C-]1(C=CC=C1)P(C(C)(C)C)C(C)(C)C.[Fe+2]